C(C(C)(C)C)(=O)OC1=CC=2CCCC(C2C(=C1)B1OC(C(O1)(C)C)(C)C)CC=C 5-Allyl-4-(4,4,5,5-tetramethyl-1,3,2-dioxaborolan-2-yl)-5,6,7,8-tetrahydronaphthalen-2-yl pivalate